CN(CCC1(C(C=C(C=C1)N)F)NCC)C 1-(2-(dimethylamino)ethyl)-N1-ethyl-2-fluorobenzene-1,4-diamine